NC=1C2=C(N=CN1)N(C=C2C2=NOC(=C2)C2CC2)CC(C)(O)C 1-(4-amino-5-(5-cyclopropylisoxazol-3-yl)-7H-pyrrolo[2,3-d]pyrimidin-7-yl)-2-methylpropan-2-ol